tert-butyl ((1r,3r)-3-(4-cyano-3-(trifluoromethyl)phenoxy)cyclobutyl)carbamate C(#N)C1=C(C=C(OC2CC(C2)NC(OC(C)(C)C)=O)C=C1)C(F)(F)F